Capryloylglycin C(CCCCCCC)(=O)NCC(=O)O